Cl.Cl.NC(C(=O)N)=C[C@H]1C(NC2=C(O1)C=CN=C2)=O (S)-2-amino-3-((S)-3-oxo-3,4-dihydro-2H-pyrido[4,3-b][1,4]oxazin-2-yl)propenamide dihydrochloride